BrC1=CC=C(C[C@@H]2N(C(OC2)=O)C=2C=C(C=C(C2)C)[C@@H](C)NC=2C(=NC(=CC2)Cl)C(=O)OC)C=C1 Methyl 3-(((R)-1-(3-((S)-4-(4-bromobenzyl)-2-oxooxazolidin-3-yl)-5-methyl-phenyl)ethyl)amino)-6-chloropicolinate